CN1C(N(C2=C1C(=CC=C2)CN2CCN(CC2)C2CCNCC2)C2C(NC(CC2)=O)=O)=O 3-[3-methyl-2-oxo-4-[[4-(4-piperidyl)piperazin-1-yl]methyl]benzimidazol-1-yl]piperidine-2,6-dione